4-(2-(2-(3-(4'-hydroxy-2'-methyl-[1,1'-biphenyl]-3-yl)-3-oxopropyl)-5-oxopyrazolidin-1-yl)ethyl)benzoic acid OC1=CC(=C(C=C1)C1=CC(=CC=C1)C(CCN1N(C(CC1)=O)CCC1=CC=C(C(=O)O)C=C1)=O)C